2-[2-[7,8'-dimethyl-6-[2-[2-(2-methylprop-2-enoyloxy)ethylcarbamoyloxy]ethoxy]-2,2'-dioxo-spiro[benzofuran-3,4'-chromane]-7'-yl]oxy ethoxy carbonylamino]ethyl 2-methylprop-2-enoate CC(C(=O)OCCNC(=O)OCCOC1=CC=C2C3(CC(OC2=C1C)=O)C(OC1=C3C=CC(=C1C)OCCOC(NCCOC(C(=C)C)=O)=O)=O)=C